CC1=C2C=C(N(C2=CC=C1CN1CCC2(CN(C2)C2=NC=NC3=CC=C(C=C23)C(C(F)(F)F)(F)F)CC1)C[C@H](C)N1CCN(CC1)S(=O)(=O)C)C#N 4-Methyl-1-{(2S)-2-[4-(methylsulfonyl)piperazin-1-yl]propyl}-5-({2-[6-(pentafluoroethyl)quinazolin-4-yl]-2,7-diazaspiro[3.5]non-7-yl}methyl)-1H-indole-2-carbonitrile